5-bromo-N-(4-methoxybenzyl)-N-methyl-6-((4-(Pentafluoro-λ6-sulfanyl)benzyl)amino)pyridine-3-sulfonamide BrC=1C=C(C=NC1NCC1=CC=C(C=C1)S(F)(F)(F)(F)F)S(=O)(=O)N(C)CC1=CC=C(C=C1)OC